CC1=C(C=CC=C1COC=1C=C2C[C@H]([C@@H](C2=CC1)NCCN1CCOCC1)O)C1=CC=CC=C1 (1R,2R)-5-((2-methyl-[1,1'-biphenyl]-3-yl)methoxy)-1-((2-morpholinoethyl)amino)-2,3-dihydro-1H-inden-2-ol